aminomethyl-N-(1-hydroxy-3-(1H-imidazol-4-yl)propan-2-yl)cyclohexanecarboxamide NCC1(CCCCC1)C(=O)NC(CO)CC=1N=CNC1